S1C=NC2=C1C=C(C=C2)C2=CC(=NC(=N2)C)N 6-(1,3-benzothiazol-6-yl)-2-methylpyrimidin-4-amine